CNC(=O)C1CN(CCCC1)C(=O)OC(C)(C)C tert-butyl 3-(methylcarbamoyl)azepane-1-carboxylate